N[C@H](CC1=CC=CC=C1)[C@@H](C[C@@H](CC1=CC=CC=C1)N)O (2R,3R,5R)-2,5-diamino-1,6-diphenylhexan-3-ol